ClC=1N=C(C2=C(N1)CCC2)NC=2C(=NNC2)C(=O)NC2=CC=C(C=C2)N2CCNCC2 4-((2-chloro-6,7-dihydro-5H-cyclopenta[d]pyrimidin-4-yl)amino)-N-(4-(piperazin-1-yl)phenyl)-1H-pyrazole-3-carboxamide